C12CC(C1)(C2)CC(CC#N)=O 4-(3-Bicyclo[1.1.1]pentyl)-3-oxo-butyronitrile